C(C)(C)C1=C(C(=CC(=N1)N(CC1=CC=C(C=C1)OC)CC1=CC=C(C=C1)OC)C)N 6-isopropyl-N2,N2-bis(4-methoxybenzyl)-4-methylpyridine-2,5-diamine